tert-butyl 9-(4-amino-7-methyl-5-(4-(2-(pyrrolidin-1-yl)ethoxy)phenyl)-7H-pyrrolo[2,3-d]pyrimidin-6-yl)-3-azaspiro[5.5]undec-8-ene-3-carboxylate NC=1C2=C(N=CN1)N(C(=C2C2=CC=C(C=C2)OCCN2CCCC2)C2=CCC1(CCN(CC1)C(=O)OC(C)(C)C)CC2)C